FC1=C(C=C(C=C1)[C@H](C)NC(=O)C=1C=NC2=C(N=C(C=C2C1N1CC(CC1)(NC)COC)C)C1CC1)OC N-[(S)-1-(4-fluoro-3-methoxyphenyl)ethyl]-8-cyclopropyl-4-[3-(methoxymethyl)-3-(methylamino)-1-pyrrolidinyl]-6-methyl-1,7-diaza-3-naphthamide